(R)-1'-(8-(2,3-dichlorophenyl)-7-methylimidazo[1,2-c]pyrimidin-5-yl)-3H-spiro[benzofuran-2,4'-piperidin]-3-amine ClC1=C(C=CC=C1Cl)C=1C=2N(C(=NC1C)N1CCC3(CC1)OC1=C([C@H]3N)C=CC=C1)C=CN2